butyl-3-methylimidazolium formate C(=O)[O-].C(CCC)C=1NC=C[N+]1C